ClC=1C(=CC=NC1)C(F)(F)F 5-chloro-4-trifluoromethyl-pyridin